Cl.FC=1C=C(OC2CNC2)C=CC1 3-(3-fluorophenoxy)azetidine hydrochloride